NC1=NC2=C(C=3N1N=C(N3)C=3OC=CC3)SC(N2CCN2CCN(CC2)C2=C(C=C(C=C2)OC2CCS(CC2)=O)F)=O 5-amino-3-(2-(4-(2-fluoro-4-(((1s,4s)-1-oxidotetrahydro-2H-thiopyran-4-yl)oxy)phenyl)piperazin-1-yl)ethyl)-8-(furan-2-yl)thiazolo[5,4-e][1,2,4]triazolo[1,5-c]pyrimidin-2(3H)-one